C(C)(C)(C)C=1C=C(CP([O-])([O-])=O)C=C(C1O)C(C)(C)C 3,5-di-t-butyl-4-hydroxybenzylphosphonate